NC1=NC=NN2C1=C(C=C2C=2C=C(C(=NC2)OC)C(=O)N[C@@H]2CN(C[C@@H]2F)C(C)C2=C(C=CC=C2)OC)C(F)(F)F 5-[4-amino-5-(trifluoromethyl)pyrrolo[2,1-f][1,2,4]triazin-7-yl]-N-[(3R,4S)-4-fluoro-1-[1-(2-methoxyphenyl)ethyl]pyrrolidin-3-yl]-2-methoxypyridine-3-carboxamide